(S,E)-N7-(1-(2-(bicyclo[1.1.1]pentan-1-ylamino)-2-oxoethyl)-2-oxo-1,2-dihydropyridin-3-yl)-6-(cinnoline-3-carboxamido)-N1-cyclopropyl-hept-2-enediamide C12(CC(C1)C2)NC(CN2C(C(=CC=C2)NC([C@H](CC/C=C/C(=O)NC2CC2)NC(=O)C=2N=NC1=CC=CC=C1C2)=O)=O)=O